1-methyl-2-(pyridine-3-yl)pyrrolidine-1-oxide C[N+]1(C(CCC1)C=1C=NC=CC1)[O-]